NC1=NC=2C=C(C(=CC2C2=C1C=NN2C)C(=O)N2N(CCC2)C2=NC=C(C=C2)Br)C (4-amino-1,7-dimethyl-1H-pyrazolo[4,3-c]quinolin-8-yl)(2-(5-bromopyridin-2-yl)pyrazolidin-1-yl)methanone